ClC1=CC=C(C=C1)C(/C=C/C1=CC=C(OCCC(=O)O)C=C1)=O 3-[4-[(E)-3-(4-Chlorophenyl)-3-oxoprop-1-enyl]phenoxy]propanoic acid